α,α-dimethyl-m-isopropenylbenzyl isocyanate CC(C1=CC(=CC=C1)C(=C)C)(C)N=C=O